choline phosphoglycerate P(=O)([O-])(O)OC(C(=O)OCC[N+](C)(C)C)CO